2,3-bis(dodecyl)-N-(2-hydroxyethoxy)-N,N-dimethylpropan-1-aminium bromide [Br-].C(CCCCCCCCCCC)C(C[N+](C)(C)OCCO)CCCCCCCCCCCCC